C1(CC1)N(C(=S)C=1C(=NN(C1F)C)C(F)F)CC1=C(C=CC=C1)C(C)C N-cyclopropyl-3-(difluoromethyl)-5-fluoro-N-(2-isopropylbenzyl)-1-methyl-1H-pyrazol-4-carbothioamide